6-bromo-N-(1-(2-hydrazino-2-oxoacetyl)piperidin-4-yl)quinoline-3-carboxamide BrC=1C=C2C=C(C=NC2=CC1)C(=O)NC1CCN(CC1)C(C(=O)NN)=O